C1=C(C=CC2=CC=CC=C12)S(=O)(=O)NC1=C(C=CC=C1)C#CC1=CC=C(C(=O)O)C=C1 4-{2-[2-(naphthalene-2-sulfonamido)phenyl]ethynyl}benzoic acid